BrC=1C=C(C(=NC1C)N)C 5-bromo-3,6-dimethylpyridin-2-amine